(2S,4R)-N-((S)-1-amino-1-oxo-3-((S)-2-oxopyrrolidin-3-yl)propan-2-yl)-1-((S)-2-amino-3-cyclobutylpropanoyl)-4-(trifluoromethyl)pyrrolidine-2-carboxamide NC([C@H](C[C@H]1C(NCC1)=O)NC(=O)[C@H]1N(C[C@@H](C1)C(F)(F)F)C([C@H](CC1CCC1)N)=O)=O